4-(2-(pyrrolidin-1-yl)-4-(trifluoromethyl)benzyl)piperazine-1-carboxylic acid 1,1,1,3,3,3-hexafluoropropan-2-yl ester bis-HCl salt Cl.Cl.FC(C(C(F)(F)F)OC(=O)N1CCN(CC1)CC1=C(C=C(C=C1)C(F)(F)F)N1CCCC1)(F)F